CC(C(=O)O)(CN(C1=CC=C2C(=CC(OC2=C1)=O)C1=C(C=CC=C1)C([2H])([2H])[2H])C)C 2,2-dimethyl-3-(methyl(4-(2-(methyl-d3)phenyl)-2-oxo-2H-chromen-7-yl)amino)propanoic acid